C(C)(=O)NC1=CC=C(C=C1)/C=C(\C(=O)OC)/N=[N+]=[N-] methyl (E)-3-(4-acetamidophenyl)-2-azidoacrylate